N-(cyclohexylmethyl)-2-(7-(2,6-dimethylpyridin-4-yl)-4,4-dimethyl-3,4-dihydroisoquinolin-2(1H)-yl)acetamide C1(CCCCC1)CNC(CN1CC2=CC(=CC=C2C(C1)(C)C)C1=CC(=NC(=C1)C)C)=O